5-(2-methylpyridin-4-yl)-N-(4-(4-(methylsulfonyl)piperazin-1-yl)pyridin-2-yl)thiazolo[5,4-b]pyridin-2-amine CC1=NC=CC(=C1)C1=CC=C2C(=N1)SC(=N2)NC2=NC=CC(=C2)N2CCN(CC2)S(=O)(=O)C